1-(9Z,12Z-octadecadienoyl)-2-hexadecanoyl-sn-glycero-3-phosphocholine CCCCCCCCCCCCCCCC(=O)O[C@H](COC(=O)CCCCCCC/C=C\C/C=C\CCCCC)COP(=O)([O-])OCC[N+](C)(C)C